C(#N)C=1C=NN2C1C(=CC(=C2)C=2N=NN(C2C)[C@@H]2CN(CC2)C#N)OC (3S)-3-(4-[3-Cyano-4-methoxypyrazolo[1,5-a]pyridin-6-yl]-5-methyl-1,2,3-triazol-1-yl)pyrrolidine-1-carbonitrile